CCCCCCCCCCCCCC(C(CCCCCCCCCCCCC)O)O octacosane-14,15-diol